2-(4-biphenylylmethylene)-3-methylbenzoxazoline C1(=CC=C(C=C1)C=C1OC2=C(N1C)C=CC=C2)C2=CC=CC=C2